4-(oxetan-3-ylamino)-2-[[(1R,3S)-3-(5,6,7,8-tetrahydro-[1,2,4]triazolo[4,3-a]pyridin-3-yl)cyclohexyl]amino]pyrimidine-5-carbonitrile O1CC(C1)NC1=NC(=NC=C1C#N)N[C@H]1C[C@H](CCC1)C1=NN=C2N1CCCC2